FC1=C(C=CC(=C1CC1(OCCO1)C)[N+](=O)[O-])O 2-fluoro-3-((2-methyl-1,3-dioxolan-2-yl)methyl)-4-nitrophenol